BrC1CCOCC1 4-bromotetrahydropyran